FC1=C(C(=O)N)C=CC=C1N(C(C1=CC=CC=C1)=O)C 2-fluoro-3-(N-methylbenzamido)benzamide